[Ta].[W] Tungsten-Tantalum